1-azidoethylene N(=[N+]=[N-])C=C